tert-butyl ((8-fluoro-10,11-dihydrobenzo[6,7]oxepino[3,2-b]pyridin-10-yl)methyl)carbamate FC=1C=CC2=C(C(CC3=NC=CC=C3O2)CNC(OC(C)(C)C)=O)C1